N[C@@H]1CN(CCC1)C(C)=O 1-[(3S)-3-amino-1-piperidyl]ethanone